3,4'-diaminobenzidine NC=1C=C(C=CC1N)C1=CCC(N)(C=C1)N